5-((4-(N,N-dimethylsulfamoyl)benzyl)oxy)-1H-1,2,3-triazole-4-carboxylic acid CN(S(=O)(=O)C1=CC=C(COC2=C(N=NN2)C(=O)O)C=C1)C